(S)-N-(1-((4-chloro-5-fluoropyridin-2-yl)oxy)-2-methyl-propan-2-yl)-2-(1-methylpyrrolidin-2-yl)acetamide ClC1=CC(=NC=C1F)OCC(C)(C)NC(C[C@H]1N(CCC1)C)=O